C1(=CC=CC=C1)P(O)(O)C1=CC=CC=C1.C(C1=CC=CC=C1)(=O)O.C(CC(C)C)C(CO)(CO)C(C)C 2-isopentyl-2-isopropyl-1,3-propanediol benzoate Diphenylphosphonite